C[C@@]12OO[C@]34[C@@H](CC1)[C@@H](CC[C@H]3[C@H]([C@H](O[C@@H]4O2)C)C)C (3R,5aS,6R,8aS,9R,10R,12R,12aR)-3,6,9,10-tetramethyldecahydro-12H-3,12-epoxypyrano[4,3-j][1,2]benzodioxepine